(3R)-1-((8-((3'-(4-((2-hydroxyethyl)amino)-4,5,6,7-tetrahydropyrazolo[1,5-a]pyridin-2-yl)-2,2'-dimethyl-[1,1'-biphenyl]-3-yl)amino)-1,7-naphthyridin-3-yl)methyl)pyrrolidin-3-ol OCCNC1C=2N(CCC1)N=C(C2)C=2C(=C(C=CC2)C2=C(C(=CC=C2)NC=2N=CC=C1C=C(C=NC21)CN2C[C@@H](CC2)O)C)C